IC=1C=C2C=C(C=NC2=CC1)[N+](=O)[O-] 6-iodo-3-nitroquinoline